(5-(5-(2-fluoro-6-methoxyphenyl)-1H-pyrazolo[3,4-c]pyridin-3-yl)thiazol-2-yl)morpholine FC1=C(C(=CC=C1)OC)C=1C=C2C(=CN1)NN=C2C2=CN=C(S2)N2CCOCC2